rac-(2S)-2-fluoro-1,5-dimethyl-3-oxo-8-azabicyclo[3.2.1]octane-8-carboxylic acid tert-butyl ester C(C)(C)(C)OC(=O)N1C2([C@@H](C(CC1(CC2)C)=O)F)C |r|